BrC=1C=CC(=C(C1)C[C@H](C(=O)OC(C)(C)C)[C@@H]1CN(CC1)C(=O)OC(C)(C)C)OC tert-butyl (3R)-3-[(2S)-3-(5-bromo-2-methoxyphenyl)-1-(tert-butoxy)-1-oxopropan-2-yl]pyrrolidine-1-carboxylate